1-(4-Isopropyl-5-(8-methyl-[1,2,4]triazolo[1,5-a]pyridin-6-yl)-1H-pyrazol-3-yl)-N,N-dimethylmethylamine C(C)(C)C=1C(=NNC1C=1C=C(C=2N(C1)N=CN2)C)CN(C)C